C1(=CC=CC=C1)CCCS(=O)(=O)CC(C(=O)O)CCC(=O)O 2-[[(3-phenylpropyl)sulfonyl]methyl]glutaric acid